N-[2-[(1S)-1,3-dimethylbutyl]-3-thienyl]-1-methyl-3-(trifluoromethyl)pyrazole-4-carboxamide C[C@@H](CC(C)C)C=1SC=CC1NC(=O)C=1C(=NN(C1)C)C(F)(F)F